(1R,2R)-2-((1-(2-(benzyloxy)-4-(trifluoromethyl)phenyl)pyrrolo[1,2-d][1,2,4]triazin-4-yl)amino)cyclohexan-1-ol C(C1=CC=CC=C1)OC1=C(C=CC(=C1)C(F)(F)F)C=1C=2N(C(=NN1)N[C@H]1[C@@H](CCCC1)O)C=CC2